N-{1-[5-(Cyclopropancarbonyl)-5,6,7,8-tetrahydro-1,5-naphthyridin-2-yl]cyclopropyl}-4-fluorobenzamid C1(CC1)C(=O)N1C=2C=CC(=NC2CCC1)C1(CC1)NC(C1=CC=C(C=C1)F)=O